1-(cyclopropylmethyl)-8-(dimethylamino)-8-(3-fluorophenyl)-1,3-diazaspiro[4.5]decan-2-one C1(CC1)CN1C(NCC12CCC(CC2)(C2=CC(=CC=C2)F)N(C)C)=O